NC(NCCCCN)=N agmatine